3-[[2-(2-methoxyphenyl)acetyl]amino]benzoic acid methyl ester COC(C1=CC(=CC=C1)NC(CC1=C(C=CC=C1)OC)=O)=O